C1(CC1)N(CCC(C(=O)O)NC(=O)OCC)CCCCC1=NC=2NCCCC2C=C1 4-[cyclopropyl-[4-(5,6,7,8-tetrahydro-1,8-naphthyridin-2-yl)butyl]amino]-2-(ethoxycarbonylamino)butanoic acid